12-oxo-12-[[(1S)-2,2-dimethyl-1-[(2S,4R)-4-hydroxy-2-[[(1S)-1-[4-(4-methylthiazol-5-yl)phenyl]methyl]carbamoyl]pyrrolidine-1-carbonyl]propyl]amino]dodecanoic acid O=C(CCCCCCCCCCC(=O)O)N[C@@H](C(C)(C)C)C(=O)N1[C@@H](C[C@H](C1)O)C(NCC1=CC=C(C=C1)C1=C(N=CS1)C)=O